OC1=C(C=C(C=C1C)CC1=CC(=C(C(=C1)C)O)CC1=C(C=CC(=C1)C)O)CC1=C(C=CC(=C1)C)O bis[4-hydroxy-3-(2-hydroxy-5-methylbenzyl)-5-methylphenyl]methane